O1CCN(CC1)C1=C(C=CC=C1)B(O)O (morpholinophenyl)boronic acid